[N+](=O)([O-])C1=CC=C(C=C1)N1C(C=CCC1)=O 1-(4-nitrophenyl)-5,6-dihydropyridin-2(1H)-one